1-(3-methyl-3-((3-(trifluoromethyl)phenyl)amino)pyrrolidin-1-yl)prop-2-en-1-one CC1(CN(CC1)C(C=C)=O)NC1=CC(=CC=C1)C(F)(F)F